methylenebis(2-oxazoline) C(C=1OCCN1)C=1OCCN1